iodo-6-methyl-N-(5-methyl-1-(tetrahydro-2H-pyran-2-yl)-1H-pyrazol-3-yl)pyrimidin-4-amine IC1=NC(=CC(=N1)NC1=NN(C(=C1)C)C1OCCCC1)C